N1(CCCCCC1)C(=O)C1=CC2=C(C=N1)C(=NN2COCC[Si](C)(C)C)C2=CN=C1N2C=C(C=C1)F azepan-1-yl-[3-(6-fluoroimidazo[1,2-a]pyridin-3-yl)-1-(2-trimethylsilylethoxymethyl)pyrazolo[4,3-c]pyridin-6-yl]methanone